(7-((2S,5R)-2-(2-hydroxyethyl)-5-methyl-4-(1-(quinoxalin-6-yl)ethyl)piperazin-1-yl)-4-methyl-5-oxo-4,5-dihydro-2H-pyrazolo[4,3-b]pyridin-2-yl)acetonitrile OCC[C@@H]1N(C[C@H](N(C1)C(C)C=1C=C2N=CC=NC2=CC1)C)C=1C=2C(N(C(C1)=O)C)=CN(N2)CC#N